6-(2,6-difluoro-3-nitrophenyl)-8-methyl-2-(methylthio)pyrido[4,3-d]pyrimidin-5(6H)-one FC1=C(C(=CC=C1[N+](=O)[O-])F)N1C(C2=C(N=C(N=C2)SC)C(=C1)C)=O